2-(3-chlorophenyl)-2-methyl-1-phenylpropyl ((S)-3-cyclohexyl-1-oxo-1-(((S)-1-oxo-3-((S)-2-oxopyrrolidin-3-yl)propan-2-yl)amino)propan-2-yl)carbamate C1(CCCCC1)C[C@@H](C(N[C@H](C=O)C[C@H]1C(NCC1)=O)=O)NC(OC(C(C)(C)C1=CC(=CC=C1)Cl)C1=CC=CC=C1)=O